N-(2-(4,4-difluoropiperidin-1-yl)-6-methylpyrimidin-4-yl)-2-(6-(methoxymethyl)-3-azabicyclo[4.1.0]heptan-3-yl)-4-nitrobenzamide FC1(CCN(CC1)C1=NC(=CC(=N1)NC(C1=C(C=C(C=C1)[N+](=O)[O-])N1CC2CC2(CC1)COC)=O)C)F